tert-butyl 4-[8-[(4-fluoro-2-methyl-1,3-benzothiazol-6-yl)carbamoyl]cinnolin-5-yl]piperazine-1-carboxylate FC1=CC(=CC2=C1N=C(S2)C)NC(=O)C=2C=CC(=C1C=CN=NC21)N2CCN(CC2)C(=O)OC(C)(C)C